4,4-difluoro-2-hydroxy-N-(2,2,2-trifluoroethyl)butanamide FC(CC(C(=O)NCC(F)(F)F)O)F